8-((6-chloropyridin-3-yl)methyl)-3-(3-(trifluoromethoxy)phenyl)pyrido[2,3-d]pyrimidine-2,4(3H,8H)-dione ClC1=CC=C(C=N1)CN1C=CC=C2C1=NC(N(C2=O)C2=CC(=CC=C2)OC(F)(F)F)=O